1-(1-ethoxyethyl)-4-(4,4,5,5-tetramethyl-1,3,2-dioxaborolan-2-yl)pyrazole C(C)OC(C)N1N=CC(=C1)B1OC(C(O1)(C)C)(C)C